C(C(C)=C)OCC(C(=O)OCCOCCOC)=C methoxyethoxyethyl α-methallyloxymethylacrylate